C(S(=O)(=O)[O-])(S(=O)(=O)[O-])S(=O)(=O)[O-].[Na+].[Na+].[Na+] trisodium methanetrisulphonate